C(C)(C)(C)[S@@](=O)NC1CCC2=C(N(C=C21)C)C(=O)NC2=CC(=C(C=C2)F)C 4-(((R)-tert-butylsulfinyl)amino)-N-(4-fluoro-3-methylphenyl)-2-methyl-2,4,5,6-tetrahydrocyclopenta[c]pyrrole-1-carboxamide